C(C)C=CCCC Ethyl-pentene